FC(C=1C=C(C=C(C1)C(F)(F)F)NC(=O)N[C@H]1[C@@H](CN(CC1)C(=O)OC(C)(C)C)C1=CC=C(C=C1)Cl)(F)F |o1:16,17| tert-butyl (3R*,4R*)-4-({[3,5-bis(trifluoromethyl)phenyl]carbamoyl}amino)-3-(4-chlorophenyl)piperidine-1-carboxylate